CC=1C=C2C3=C(NC2=CC1)N=CN=C3N 6-methyl-9H-pyrimido[4,5-b]indol-4-amine